8-quinolinyl carbamate (8-quinolyl carbamate) N1=CC=CC2=CC=CC(=C12)NC(O)=O.C(N)(OC=1C=CC=C2C=CC=NC12)=O